ClC1(C=C2C(=NCO2)C(=C1)C1=CC=C(C=C1)C1=CC=CC=C1)C1=CC=C(C=C1)C1=CC=C(C=C1)C1=CC=CC=C1 6-chloro-4-(biphenyl-4-yl)-6-([1,1':4',1'']terphenyl-4-yl)-benzoxazole